(1-(4,5-dimethyl-6-oxo-1,6-dihydropyrimidin-2-yl)-3-methyl-1H-pyrazol-5-yl)-4-fluorobenzamide CC=1N=C(NC(C1C)=O)N1N=C(C=C1C1=C(C(=O)N)C=CC(=C1)F)C